NN1C(=NN=C1C1=CC=C(C=C1)OC)S 4-amino-5-(4-methoxyphenyl)-4H-1,2,4-triazole-3-thiol